1-ethyl-6-isopropyl-N-(1-(3,4,5-trimethoxyphenyl)-1H-imidazol-4-yl)-1H-pyrazolo[3,4-d]pyrimidin-4-amine C(C)N1N=CC=2C1=NC(=NC2NC=2N=CN(C2)C2=CC(=C(C(=C2)OC)OC)OC)C(C)C